5-(4-hydroxyphenyl)-7-phenyl-3,7-dihydro-4H-pyrrolo[2,3-d]pyrimidin-4-one OC1=CC=C(C=C1)C1=CN(C=2N=CNC(C21)=O)C2=CC=CC=C2